C1(=CC=CC=C1)C=1N=C(SC1)NC(=O)[C@@H]1CN(CC1)C(=O)OC(C)(C)C tert-butyl (S)-3-((4-phenylthiazol-2-yl)carbamoyl)pyrrolidine-1-carboxylate